[Si](C)(C)(C(C)(C)C)OCCOC1=CC(=C(C=C1)C=1N(C2=NC=NC(=C2N1)OC1(CC1)C)CC1=NC=CC(=C1)C)Cl 8-(4-(2-((tert-butyldimethylsilyl)oxy)ethoxy)-2-chlorophenyl)-6-(1-methylcyclopropoxy)-9-((4-methylpyridin-2-yl)methyl)-9H-purine